BrC1=CN(C=2N=CN=C(C21)Cl)C(C)C 5-bromo-4-chloro-7-isopropyl-7H-pyrrolo[2,3-d]pyrimidine